4-bromo-N-(8,9-difluoro-6-oxo-1,4,5,6-tetrahydro-2H-pyrano[3,4-c]isoquinolin-1-yl)-2,3-difluoro-N-methylbenzamide BrC1=C(C(=C(C(=O)N(C)C2COCC=3NC(C=4C=C(C(=CC4C32)F)F)=O)C=C1)F)F